CC(=O)NCCC1=CC=C(C=C1)Br N-(4-bromophenethyl)acetamide